2-[3-bromo-4-[3,5-dimethyl-4-[3-(4-piperidylmethyl)azetidin-1-yl]phenoxy]phenyl]propan-2-ol BrC=1C=C(C=CC1OC1=CC(=C(C(=C1)C)N1CC(C1)CC1CCNCC1)C)C(C)(C)O